tert-butyl (S)-3-([1,1'-biphenyl]-3-ylamino)pyrrolidine-1-carboxylate C1(=CC(=CC=C1)N[C@@H]1CN(CC1)C(=O)OC(C)(C)C)C1=CC=CC=C1